ClC1=NN2C(N=CC3=C2[C@@](CN3C(=O)NC3=CN=NC(=C3)C(F)F)(C(F)(F)F)C3CC3)=C1 (R)-2-chloro-8-cyclopropyl-N-(6-(difluoromethyl)pyridazin-4-yl)-8-(trifluoromethyl)-7,8-dihydro-6H-pyrazolo[1,5-a]pyrrolo[2,3-e]pyrimidine-6-carboxamide